1-methoxy-propan-2-ol COCC(C)O